CN1C(C2=C(C(=C1)C1=C(C=CC(=C1)CS(=O)(=O)C)OC1=CC(=CC=C1)OCCOC1CCNCC1)C=CN2)=O 6-methyl-4-[5-(methylsulfonylmethyl)-2-[3-[2-(4-piperidyloxy)ethoxy]phenoxy]phenyl]-1H-pyrrolo[2,3-c]pyridin-7-one